2-amino-5'-hydroxy-2'-methyl-5-(pyridin-4-yl)-[1,1'-biphenyl]-3-carboxamide NC1=C(C=C(C=C1C(=O)N)C1=CC=NC=C1)C1=C(C=CC(=C1)O)C